Cl(=O)(=O)(=O)O.C(C)(C)(C)C=1C=CC=2CC3=CC=C(C=C3N(C2C1)C1=CC=CC=C1)C(C)(C)C 3,6-di-tert-butyl-10-phenylacridine perchlorate